N-(4-{[6-(5-chloro-2-fluoro-phenyl)-3-methanesulfinyl-pyridazin-4-yl]amino}pyridin-2-yl)-3-(4-methylpiperazin-1-yl)propanamide ClC=1C=CC(=C(C1)C1=CC(=C(N=N1)S(=O)C)NC1=CC(=NC=C1)NC(CCN1CCN(CC1)C)=O)F